6-(2-morpholino-2-oxoethoxy)quinolin butyl-(endo)-5-((2,6,7,8-tetrachloro-3-nitro-1,5-naphthyridin-4-yl)amino)-2-azabicyclo[2.1.1]hexane-2-carboxylate C(CCC)OC(=O)N1C2C(C(C1)C2)NC2=C(C(=NC1=C(C(=C(N=C21)Cl)Cl)Cl)Cl)[N+](=O)[O-].O2CCN(CC2)C(COC=2C=C1C=CC=NC1=CC2)=O